FC1(CC(C1)CN1N=CC(=C1)B1OC(C(O1)(C)C)(C)C)F 1-[(3,3-Difluorocyclobutyl)methyl]-4-(4,4,5,5-tetramethyl-1,3,2-dioxaborolan-2-yl)pyrazole